Br.N[C@H](C=1N=C2N(N=CC(=N2)C2(CC(C2)(F)F)N2C(NC(C2)C(F)(F)F)=O)C1)C1CCC(CC1)(F)F 1-(1-{6-[(S)-Amino(4,4-difluorocyclohexyl)methyl]imidazo[1,2-b][1,2,4]triazin-3-yl}-3,3-difluorocyclobutyl)-4-(trifluoromethyl)imidazolidin-2-one Hydrogen bromide